2-[5-[[4-[[2-(6-methyl-2-pyridyl)pyrimidin-4-yl]amino]pyrimidin-2-yl]amino]-2-piperazin-1-yl-phenyl]acetic acid CC1=CC=CC(=N1)C1=NC=CC(=N1)NC1=NC(=NC=C1)NC=1C=CC(=C(C1)CC(=O)O)N1CCNCC1